COC1=CC=C(C=C1)C1=NC(=CC(=C1)NC1CCN(CC1)C(=O)OC(C)(C)C)C1=CC=C(C=C1)N1CCN(CC1)C tert-butyl 4-(2-(4-methoxyphenyl)-6-(4-(4-methylpiperazin-1-yl)phenyl)pyridin-4-ylamino)piperidine-1-carboxylate